N1(CCNCC1)C1(NC=CN=C1)C(=O)N 2-(piperazin-1-yl)pyrazinamide